CC1C(CC(C1)N1C=C2CCCNC=3C2=C1N=CN3)(C(=O)N)C dimethyl-4-(6,7,8,9-tetrahydro-2H-2,3,5,6-tetraazabenzo[cd]azulen-2-yl)cyclopentane-1-carboxamide